3-((4-(5-((3S,4S)-4-amino-3-methyl-2-oxa-8-azaspiro[4.5]decan-8-yl)-6-(hydroxymethyl)-3-methylpyrazin-2-ylthio)-3-chloropyridin-2-ylamino)methyl)oxetan-3-ol N[C@@H]1[C@@H](OCC12CCN(CC2)C=2N=C(C(=NC2CO)SC2=C(C(=NC=C2)NCC2(COC2)O)Cl)C)C